carboxy-7-((6-fluoronaphthalen-2-yl)oxy)-1,2,3,4-tetrahydronaphthalene-2-aminium chloride [Cl-].C(=O)(O)C1C(CCC2=CC=C(C=C12)OC1=CC2=CC=C(C=C2C=C1)F)[NH3+]